3-(2-methylphenyl)propionic acid 2-methoxyphenyl ester COC1=C(C=CC=C1)OC(CCC1=C(C=CC=C1)C)=O